3-(1-(4,4-difluorocyclohexyl)-6-nitro-1H-indol-3-yl)benzonitrile FC1(CCC(CC1)N1C=C(C2=CC=C(C=C12)[N+](=O)[O-])C=1C=C(C#N)C=CC1)F